ClC=1C=C(C=C(C1)O)C 5-chloro-3-methylphenol